5-chloro-N-[3-fluoro-4-(2-{2-oxo-1h,2h,3h-imidazo[4,5-b]pyrazin-5-yl}ethynyl)pyridin-2-yl]-2-methoxypyridine-3-sulfonamide ClC=1C=C(C(=NC1)OC)S(=O)(=O)NC1=NC=CC(=C1F)C#CC=1N=C2C(=NC1)NC(N2)=O